N1(CCC1)C(C(=O)O)(C(O)(C(=O)O)CC(=O)O)C=1C=C(C=2N(C1)C(=C(N2)C)C)NCC2=C(C=CC=C2C)C azetidin-1-yl{8-[(2,6-dimethylbenzyl)amino]-2,3-Dimethylimidazo[1,2-a]pyridin-6-yl}citric acid